C1=CC=CC=2C3=CC=CC=C3C(C12)COC(=O)N[C@@H](CSC[C@@H](C(=O)OC(C)(C)C)NC(=O)OC(C)(C)C)C(=O)[O-] N-(((9H-fluoren-9-yl)methoxy)carbonyl)-S-(R-3-(tert-butoxy)-2-((tert-butoxycarbonyl)amino)-3-oxopropyl)-L-cysteinate